N1N=CC(=C1)C=1N=CC(=C2C1NC=C2)C=2SC1=C(N2)SC(=N1)N 5-[7-(1H-pyrazol-4-yl)-1H-pyrrolo[2,3-c]pyridin-4-yl][1,3]thiazolo[5,4-d][1,3]thiazol-2-amine